dimethyl 5'-formyl-[1,1':3',1''-terphenyl]-3,3''-dicarboxylate C(=O)C=1C=C(C=C(C1)C1=CC(=CC=C1)C(=O)OC)C1=CC(=CC=C1)C(=O)OC